5-chloro-2-((8-(2-chloro-4-(2-(piperazin-1-yl)ethoxy)phenyl)-6-(1-methylcyclopropoxy)-9H-purin-9-yl)methyl)thiazole ClC1=CN=C(S1)CN1C2=NC=NC(=C2N=C1C1=C(C=C(C=C1)OCCN1CCNCC1)Cl)OC1(CC1)C